C(#N)C=1C=CC(=NC1)N1N=CN=C1[C@H](C)NC(C1=CC(=CC(=C1)OC1COC1)C)=O N-{(1S)-1-[1-(5-cyanopyridin-2-yl)-1H-1,2,4-triazol-5-yl]ethyl}-3-methyl-5-(oxetan-3-yloxy)benzamide